[N+](=O)([O-])C1=CC=C(C=C1)C=CC1=CC=C(C=C1)O 4-nitro-4'-hydroxy-stilbene